NCCOCCOCCOCCOCCOC=1C=C(C(=O)C=2N=C(SC2)[C@H]2NCCC2)C=CC1 (S)-2-(4-(3-((14-amino-3,6,9,12-tetraoxatetradecyl)oxy)benzoyl)thiazol-2-yl)pyrrolidin